C1(CC1)S(=O)(=O)C=1C=C(OC[C@H](CN[C@H]2COC3(C2)CCN(CC3)S(=O)(=O)C3=CN(C2=CC(=CC=C2C3=O)F)CC)O)C=CC1 3-((R)-3-((S)-3-(3-(cyclopropylsulfonyl)phenoxy)-2-hydroxypropylamino)-1-oxa-8-azaspiro[4.5]decan-8-ylsulfonyl)-1-ethyl-7-fluoroquinolin-4(1H)-one